C(C)(C)C1=C(NC=2C1=NC(=CC2)OC2CCN(CC2)C2CCOCC2)C=2C=C(C=1N(C2)N=CN1)OC 6-(3-isopropyl-5-((1-(tetrahydro-2H-pyran-4-yl)piperidin-4-yl)oxy)-1H-pyrrolo[3,2-b]pyridin-2-yl)-8-methoxy-[1,2,4]triazolo[1,5-a]pyridine